1,10-decamethylene glycol dimethacrylate CC(=C)C(=O)OCCCCCCCCCCOC(=O)C(=C)C